C(C=C)OCC(COC(C=CC(=O)OCC(COCC=C)(COCC=C)COCC=C)=O)(COCC=C)COCC=C Bis[3-prop-2-enoxy-2,2-bis(prop-2-enoxymethyl)propyl]but-2-enedioate